C(C1=CC=CC=C1)N(C)CC1=C(SC=2N(C(N(C(C21)=O)C2=CC=CC=C2)=O)CC2=C(C=CC=C2F)F)C2=CC=C(C=C2)NC(=O)NOC 5-(N-benzyl-N-methyl-aminomethyl)-1-(2,6-difluorobenzyl)-6-[4-(3-methoxyureido)phenyl]-3-phenylthieno-[2,3-d]pyrimidine-2,4(1H,3H)-dione